N-[6-(2,2-difluoroethoxy)-5-fluoro-2-methoxy-3-pyridyl]-7-methyl-imidazo[1,2-a]pyridine-3-sulfonamide FC(COC1=C(C=C(C(=N1)OC)NS(=O)(=O)C1=CN=C2N1C=CC(=C2)C)F)F